6-ethoxy-N-(4-(trifluoromethoxy)phenyl)-2-(trifluoromethyl)-1H-imidazo[4,5-b]pyrazin-5-amine C(C)OC1=C(N=C2C(=N1)NC(=N2)C(F)(F)F)NC2=CC=C(C=C2)OC(F)(F)F